BrC1=C(C=2C[C@H]3OC(C(N[C@H]3C2C=C1)=O)C)F (4aS,9aR)-7-bromo-8-fluoro-2-methyl-4,4a,9,9a-tetrahydroindeno[2,1-b][1,4]oxazin-3(2H)-one